(S)-N-(5-(1-isopropyl-1H-benzo[d][1,2,3]triazol-6-yl)-2-methoxypyridin-3-yl)-3-phenylisoxazolidine C(C)(C)N1N=NC2=C1C=C(C=C2)C=2C=C(C(=NC2)OC)N2OCC[C@H]2C2=CC=CC=C2